CN(C(=O)N1N=C2C3=C(CC4(C2=C1)CC4)OC(=C3C)C(=O)NC[C@H]3OCCC3)C N2',N2',8'-Trimethyl-N7'-[(2S)-tetrahydrofuran-2-ylmethyl]spiro[cyclopropan-1,4'-furo[2,3-g]indazol]-2',7'(5'H)-dicarboxamid